NC1=NN(C(=C1)C1=CC(=C(C#N)C=C1)F)C1=CC=C(C=C1)N1CCN(CC1)S(=O)(=O)C 4-(3-amino-1-(4-(4-(methylsulfonyl)-piperazin-1-yl)phenyl)-1H-pyrazol-5-yl)-2-fluorobenzonitrile